C(C)(C)(C)OC(=O)N1C(=CC2=CC=CC=C12)C(C1=CC=CC=C1)OS(=O)(=O)C (((methylsulfonyl)oxy)(phenyl)methyl)-1H-indole-1-carboxylic acid tert-butyl ester